F[C@@H]1C[C@]2(CCCN2C1)COC1=NC2=C(C(=C(C=C2C(=N1)N1CC2CCC(C1)N2)Cl)C2=CC(=CC1=CC=CC=C21)O)F 4-(2-{[(2R,7aR)-2-fluoro-hexahydro-1H-pyrrolizin-7a-yl]methoxy}-6-chloro-4-{3,8-diazabicyclo[3.2.1]octan-3-yl}-8-fluoroquinazolin-7-yl)naphthalen-2-ol